N-(4-(1H-imidazol-1-yl)phenyl)-4,5-diphenyl-[2,4'-bithiazole]-2'-amine N1(C=NC=C1)C1=CC=C(C=C1)NC=1SC=C(N1)C=1SC(=C(N1)C1=CC=CC=C1)C1=CC=CC=C1